C(C)N1N=CC=2C(=NC(=CC21)C(=O)N)C=2N(C=C(N2)C2=CC(=NN2CCCOC)C)C 1-ethyl-4-{4-[1-(3-methoxypropyl)-3-methyl-1H-pyrazol-5-yl]-1-methyl-1H-imidazol-2-yl}-1H-pyrazolo[4,3-c]pyridine-6-carboxamide